C(=O)(OC(C)(C)C)N[C@H](CC1=CC=C(C=C1)C)C(=O)O Boc-4-methyl-D-phenylalanine